ClC1=CC(=C2C(=NC(N(C2=C1)C1=C(C=CC=C1)C)=O)N[C@@H]1C[C@H](C1)OC)F 7-chloro-5-fluoro-4-((trans-3-methoxycyclobutyl)amino)-1-(o-tolyl)quinazolin-2(1H)-one